methyl (2S)-3-[2-(8-chloro-4-oxo-chroman-2-yl)-5-(trifluoromethyl)phenoxy]-2-(ethylsulfonylamino)propanoate ClC=1C=CC=C2C(CC(OC12)C1=C(OC[C@@H](C(=O)OC)NS(=O)(=O)CC)C=C(C=C1)C(F)(F)F)=O